Methyl 8-hydroxy-4-phenyl-1,6-naphthyridine-7-carboxylate OC=1C(=NC=C2C(=CC=NC12)C1=CC=CC=C1)C(=O)OC